C1(=CC=C(C=C1)C)N cresylamine